C(C)OC(=O)C1=NN(C(=C1)C(=O)OCC)CC(=O)C=1C=NN(C1)C [2-(1-methyl-1H-pyrazol-4-yl)-2-oxo-ethyl]-1H-pyrazole-3,5-dicarboxylic acid diethyl ester